N-(4,4-Dimethyl-pentyl)-4-methyl-2-methylsulfanyl-6-morpholin-4-yl-pyridine CC(CCCN1C(C=C(C=C1N1CCOCC1)C)SC)(C)C